tert-butyl (1-bromoisoquinolin-3-yl)carbamate BrC1=NC(=CC2=CC=CC=C12)NC(OC(C)(C)C)=O